C1(CC1)NC1=NC(NC=C1F)=O 4-(cyclopropylamino)-5-fluoropyrimidin-2(1H)-one